C(C)N1CCN(CC1)C1=NC2=CC=C(C=C2C(=C1)C)NC(=S)NCCN1C(CCC1)C 1-(2-(4-ethylpiperazin-1-yl)-4-methylquinolin-6-yl)-3-(2-(2-methylpyrrolidin-1-yl)ethyl)thiourea